tert-butyl 4-(2-(4-chloro-2-fluorophenyl)-2-methylbenzo[d][1,3]dioxol-4-yl)-3-oxopiperidine-1-carboxylate ClC1=CC(=C(C=C1)C1(OC2=C(O1)C=CC=C2C2C(CN(CC2)C(=O)OC(C)(C)C)=O)C)F